5-(4-(dimethylamino)phenyl)-4H-1,2,4-triazole CN(C1=CC=C(C=C1)C=1NC=NN1)C